C(#N)C(C)C[CH+]CCCCCCCCC 1-cyanoethyl-2-undecylium